C(C)(C)(C)OC(=O)N1CC=2N(CC1)C(=NN2)C#CC2=NC=CC(=C2)Cl 3-[2-(4-Chloro-2-pyridinyl)ethynyl]-6,8-dihydro-5H-[1,2,4]triazolo[4,3-a]pyrazine-7-carboxylic acid tert-butyl ester